N-(2,2-difluoroethyl)-6-(2-(((1-fluorocyclopropyl)methyl)amino)-7H-pyrrolo[2,3-d]pyrimidin-5-yl)imidazo[1,2-a]pyridine-3-carboxamide FC(CNC(=O)C1=CN=C2N1C=C(C=C2)C2=CNC=1N=C(N=CC12)NCC1(CC1)F)F